tert-butyl (2S)-2-{[(4-{3-[2-fluoro-5-(trifluoromethyl)phenyl]-1H-pyrrolo[3,2-b]pyridin-2-yl}pyridin-3-yl)oxy]methyl}pyrrolidine-1-carboxylate FC1=C(C=C(C=C1)C(F)(F)F)C1=C(NC=2C1=NC=CC2)C2=C(C=NC=C2)OC[C@H]2N(CCC2)C(=O)OC(C)(C)C